aminoquinoxalinone NC=1C(NC2=CC=CC=C2N1)=O